C(C)(C)(C)OC(=O)N1CCC(CC1)(C)C=1OC2=C(N1)C=CC(=C2)COC 4-[6-(methoxymethyl)-1,3-benzooxazol-2-yl]-4-methylpiperidine-1-carboxylic acid tert-butyl ester